BrC1=C(C=C2C(=NC(=NC2=C1)OC[C@@H]1N(CCC1)C)N1CCC2(CN(C2)C(=O)[O-])CC1)OC (R)-7-(7-bromo-6-methoxy-2-((1-methylpyrrolidin-2-yl) methoxy) quinazolin-4-yl)-2,7-diazaspiro[3.5]Nonane-2-carboxylate